FC=1C=C2C=NN(C2=CC1)[C@@H]1C[C@H](C1)C(=O)OC methyl trans-3-(5-fluoroindazol-1-yl)cyclobutanecarboxylate